(1-((2r,3s,4r,5r)-4-fluoro-3-hydroxy-5-(hydroxymethyl)tetrahydrofuran-2-yl)-2-oxo-1,2-dihydropyrimidin-4-yl)benzamide F[C@@H]1[C@H]([C@@H](O[C@@H]1CO)N1C(N=C(C=C1)C1=C(C(=O)N)C=CC=C1)=O)O